N,N-DimethylpropeneAmide CN(C(C=C)=O)C